tert-Butyl 4-(7-(2,7-dimethyl-2H-indazol-5-yl)-5-fluorocinnolin-3-yl)-3,6-dihydropyridine-1(2H)-carboxylate CN1N=C2C(=CC(=CC2=C1)C1=CC(=C2C=C(N=NC2=C1)C=1CCN(CC1)C(=O)OC(C)(C)C)F)C